4-Chloro-7-[(2R,3R,4R,5R)-3-ethynyl-3-hydroxy-4-(4-methyl-benzoyloxy)-5-(4-methyl-benzoyloxymethyl)-tetrahydro-furan-2-yl]-7H-pyrrolo[2,3-d]pyrimidine-5-carboxylic acid methyl ester COC(=O)C1=CN(C=2N=CN=C(C21)Cl)[C@@H]2O[C@@H]([C@H]([C@]2(O)C#C)OC(C2=CC=C(C=C2)C)=O)COC(C2=CC=C(C=C2)C)=O